C(C)(C)(C)OC(=O)N1CCC(CC1)S(NC1=CC2=C(NC(N2)=O)C=C1)(=O)=O 4-(N-(2-oxo-2,3-dihydro-1H-benzo[d]imidazol-5-yl)sulfamoyl)piperidine-1-carboxylic acid tert-butyl ester